ClC1=NN(C=C1C(=O)N[C@H]1C[C@H](CCC1)NC1=CC(=NC2=CC=C(C=C12)Cl)C(F)(F)F)CC(F)F 3-chloro-N-((1R,3S)-3-((6-chloro-2-(trifluoromethyl)quinolin-4-yl)amino)cyclohexyl)-1-(2,2-difluoroethyl)-1H-pyrazole-4-carboxamide